ClC1=C(C=2N=C(N=C(C2C(=N1)C)N1CCC=CC1)SC)F 7-chloro-4-(3,6-dihydropyridin-1(2H)-yl)-8-fluoro-5-methyl-2-(methylsulfanyl)pyrido[4,3-d]pyrimidine